BrC1=CC=C(C2=NON=C21)Br 4,7-dibromo-2,1,3-benzoxadiazole